CS(=O)(=O)C[C@H](O)C1=CC=C(C=C1)OC |r| racemic-2-methylsulfonyl-1-(4-methoxyphenyl)ethanol